3,3-bis(fluoromethyl)-2-((S)-5H-imidazo[5,1-a]isoindol-5-yl)cyclobutan-1-ol FCC1(C(C(C1)O)[C@@H]1N2C(C3=CC=CC=C13)=CN=C2)CF